S([O-])(O)(=S)=O Thiobisulfate